2'-(5-Fluoro-2-((5-(1-methylpiperidin-4-yl)pyridin-2-yl)amino)pyrimidin-4-yl)-3',5'-dimethylspiro[cyclopropane-1,6'-thieno[2,3-c]pyrrol]-4'(5'H)-oneON FC=1C(=NC(=NC1)NC1=NC=C(C=C1)C1CCN(CC1)C)C1=C(C2=C(C3(N(C2=O)C)CC3=O)S1)C